FC=1C=C(C=CC1[Si](C)(C)C)NC([C@@H](C1=CC=C(C=C1)OC)NC(=O)N1C[C@@H](CC1)O)=O (3R)-N-((1R)-2-((3-fluoro-4-(trimethylsilyl)phenyl)amino)-1-(4-methoxyphenyl)-2-oxoethyl)-3-hydroxypyrrolidine-1-carboxamide